O1CCN(CC1)CC(CS(=O)(=O)O)O 3-morpholino-2-hydroxypropanesulfonic acid